CN(CCC1(C(C=C(C=C1)[N+](=O)[O-])NC)NCC)C 1-(2-(dimethylamino)ethyl)-N1-ethyl-N2-methyl-4-nitrobenzene-1,2-diamine